C(C)(C)(C)OC(=O)N1C[C@](CC=C[C@@H]1C)(NC(=O)OC(C)(C)C)\C=C\C=1OC(=C(C(C1)=O)OCC1=CC=CC=C1)C(=O)OC (3R,7S)-3-[(E)-2-(5-benzyloxy-6-methoxycarbonyl-4-oxo-pyran-2-yl)vinyl]-3-(tert-butoxycarbonylamino)-7-methyl-4,7-dihydro-2H-azepine-1-carboxylic acid tert-butyl ester